(S)-7-chloro-N-(5-isopropyl-1H-pyrazol-3-yl)-5-(1-(pyridin-3-yl)ethyl)-5H-pyrrolo[2,3-b]pyrazin-3-amine ClC1=CN(C2=NC(=CN=C21)NC2=NNC(=C2)C(C)C)[C@@H](C)C=2C=NC=CC2